OC(C(=O)OC(C(=O)O)C)C 2-((2-hydroxypropanoyl)oxy)propanoic Acid